N1C(=NC=C1)CNC1=NC=CC(=C1)CN1C(N(C(C1(C)C)=O)C1=CC=C(C=C1)C1(CC1)C(F)(F)F)=O 1-((2-(((1H-imidazol-2-yl)methyl)amino)pyridin-4-yl)methyl)-5,5-dimethyl-3-(4-(1-(trifluoromethyl)cyclopropyl)phenyl)imidazolidine-2,4-dione